5-(isoxazol-3-yl)pyridin-2-amine O1N=C(C=C1)C=1C=CC(=NC1)N